3-((tert-butyl-dimethyl-silyl)oxy)-2,2-dimethyl-propan-1-ol C(C)(C)(C)[Si](OCC(CO)(C)C)(C)C